COC=1C(=NC=C(C1)NC=1OC(=CN1)C1=CC=C(C=C1)C(F)(F)F)C(=O)O 3-methoxy-5-((5-(4-(trifluoromethyl)phenyl)oxazol-2-yl)amino)picolinic acid